N-[(5-cyclopropyl-6-fluoropyridin-2-yl)(phenyl)methyl]-4-fluoro-1-[2-(5-methyl-6-oxo-1,6-dihydropyridin-3-yl)acetyl]pyrrolidine-2-carboxamide C1(CC1)C=1C=CC(=NC1F)C(NC(=O)C1N(CC(C1)F)C(CC1=CNC(C(=C1)C)=O)=O)C1=CC=CC=C1